C(C1=CC=CC=C1)OC=1C=C2CCNC(C2=CC1OC)\C=C\C1=C(C=C(C=C1)C=1N=NC=CC1)C 6-(benzyloxy)-7-methoxy-1-{(E)-2-[2-methyl-4-(pyridazin-3-yl)phenyl]ethenyl}-1,2,3,4-tetrahydroisoquinoline